5'-chloro-N-[(2-methoxyphenyl)methyl]-N-methyl-7'-oxo-7',8'-dihydro-6'H-spiro[cyclohexane-1,9'-furo[2,3-f]quinazoline]-2'-carboxamide ClC=1C=C2C(=C3C4(NC(NC13)=O)CCCCC4)OC(=C2)C(=O)N(C)CC2=C(C=CC=C2)OC